C(C(O)CO)OCC(CCCC)CC mono-2-ethylhexyl glyceryl ether